C(#N)C1=C(C=CC(=C1)C(F)(F)F)N1CCC(CC1)(C(=O)N[C@@H]1CN(CC1)C)C=1C=C(C(=NC1)C=1C(=NC=C(C1)F)OC)F 1-[2-cyano-4-(trifluoromethyl)phenyl]-4-{3,5'-difluoro-2'-methoxy-[2,3'-bipyridinyl]-5-yl}-N-[(3S)-1-methylpyrrolidin-3-yl]piperidine-4-carboxamide